N=1C(=CN2N=CC=CC21)C(=O)O Imidazo[1,2-b]pyridazine-2-carboxylic acid